(R)-3-methyl-2-(2-methylpyridin-4-yl)-N-(tetrahydrofuran-3-yl)-1H-pyrrolo[3,2-c]pyridin-6-amine CC1=C(NC2=C1C=NC(=C2)N[C@H]2COCC2)C2=CC(=NC=C2)C